C(C)C1=CC=CC(=C1C(=O)O)CCC(CC)=O 6-ethyl-2-(3-oxopentyl)benzoic acid